C(C)(C)(C)OC(=O)N1C=CC2=C(C(=CC(=C12)C)\C=C\OCC)CN1[C@@H](C[C@@H](CC1)C1CC1)C1=CC=C(C=C1)C(=O)OC 4-(((2S,4R)-4-cyclopropyl-2-(4-(methoxycarbonyl)phenyl)piperidin-1-yl)methyl)-5-((E)-2-ethoxyvinyl)-7-methyl-1H-indole-1-carboxylic acid tert-butyl ester